C(#C)C1=CC=C(C=C1)N=S(=O)(OC1=C(C=CC=C1)O)N1CCN(CC1)C(=O)OC(C)(C)C tert-Butyl 4-(N-(4-ethynylphenyl)-S-(2-hydroxyphenoxy)sulfonimidoyl)piperazine-1-carboxylate